[C@@H]12N(C[C@@H](NC1)C2)C2=NC(=NC=C2)NC2=CC1=C(C=N2)SC(=N1)C1=NC=CC=C1C 4-[(1S,4S)-2,5-Diazabicyclo[2.2.1]heptan-2-yl]-N-[2-(3-methylpyridin-2-yl)-[1,3]thiazolo[5,4-c]pyridin-6-yl]pyrimidin-2-amine